O=C1NC(CCC1N1C(C2=CC=CC(=C2C1)N[C@H]1C[C@@H](CC1)C(=O)O)=O)=O (1r,3r)-3-((2-(2,6-dioxopiperidin-3-yl)-1-oxoisoindolin-4-yl)amino)cyclopentane-1-carboxylic acid